6-(2,5-difluoro-4-(8-(2-methoxyethyl)-3,8-diazabicyclo[3.2.1]octan-3-yl)phenyl)-1,4-dimethyl-2-(4-(methylsulfonyl)phenyl)-1H-pyrrolo[3,2-c]pyridine FC1=C(C=C(C(=C1)N1CC2CCC(C1)N2CCOC)F)C2=CC1=C(C(=N2)C)C=C(N1C)C1=CC=C(C=C1)S(=O)(=O)C